N-(4-(2-(2-Fluoro-2-methylpropyl)-3-methyl-2,3,4,9-tetrahydro-1H-pyrido[3,4-b]indole-1-yl)-3-(trifluoromethoxy)phenyl)-1-(3-fluoropropyl)azetidine-3-amine FC(CN1C(C=2NC3=CC=CC=C3C2CC1C)C1=C(C=C(C=C1)NC1CN(C1)CCCF)OC(F)(F)F)(C)C